ClCC=1SC=C(C1C(=O)NC)C (chloromethyl)-N,4-dimethylthiophene-3-carboxamide